ethyl 1-(2-chloro-5-((4-methyl-6-(methylamino) pyrimidin-2-yl) amino) phenyl)-1H-pyrazole-4-carboxylate ClC1=C(C=C(C=C1)NC1=NC(=CC(=N1)C)NC)N1N=CC(=C1)C(=O)OCC